C(O)([O-])=O.C12(CC3CC(CC(C1)C3)C2)N2C=[N+](C=C2)C23CC1CC(CC(C2)C1)C3 1,3-bis(1-adamantyl)imidazolium hydrogen carbonate